C(C1C(CCCCC)O1)OC(C1C(C(=O)OCC2C(CCCCC)O2)CCC=C1)=O bis-(2,3-epoxyoctyl)tetrahydrophthalate